Cl.NCCCCNC(OCC1=CC=CC=C1)=O benzyl 4-aminobutylcarbamate HCl salt